1H-cyclopropa[3,4]cyclopenta[1,2-c]pyrazole N1N=CC2=C1C=C1C2=C1